ClC1=NNC=C1C=1C=C2C=CN(C(C2=CN1)=O)CC=1C=C(C(=O)NC)C=CC1 3-((6-(3-chloro-1H-pyrazol-4-yl)-1-oxo-2,7-naphthyridin-2(1H)-yl)methyl)-N-methylbenzamide